C(CCCCCCCCCCCCC)OC=1C=C(CC(C(=O)N)CCN2CCN(CC2)C)C=C(C1)OCCCCCCCCCCCCCC (3,5-bis(tetradecyloxy)benzyl)-4-(4-methylpiperazin-1-yl)butanamide